fluoro-N-(4-fluoro-3-(prop-2-yn-1-ylcarbamoyl)benzyl)-4'-oxo-3',4'-dihydro-1'H-spiro[piperidine-4,2'-quinoline]-1-carboxamide FN1C2(CC(C3=CC=CC=C13)=O)CCN(CC2)C(=O)NCC2=CC(=C(C=C2)F)C(NCC#C)=O